C1(=CC=CC=C1)C1=CN=CN1COCC[Si](C)(C)C 5-phenyl-1-[[2-(trimethylsilyl)ethoxy]methyl]imidazole